FC1=CC=C2C3=C(NC2=C1)C(=NC=C3)C(=O)OCCCC n-butyl 7-fluoro-9H-pyrido[3,4-b]indole-1-carboxylate